COC1=NC(=NC=C1)C(=O)NC methoxy-N-methylpyrimidine-2-carboxamide